(1-(2-morpholin-4-ylethyl)indol-3-yl)-4-methoxynaphthalen-1-yl-methanone N1(CCOCC1)CCN1C=C(C2=CC=CC=C12)C(=O)C1=CC=C(C2=CC=CC=C12)OC